ClC1=C(C=C(OCC(=O)NC23CC(C2)(C3)C=3OC(=NN3)C3(CC3)F)C=C1)F 2-(4-chloro-3-fluoro-phenoxy)-N-[1-[5-(1-fluorocyclopropyl)-1,3,4-oxadiazol-2-yl]-3-bicyclo[1.1.1]pentanyl]acetamide